C(C)(C)(C)C1=C(C=CC(=C1)F)N1CN(C(C2=CC(=CC=C12)Cl)=O)C=1C(=NC(=CC1)OC)C 1-(2-(tert-butyl)-4-fluorophenyl)-6-chloro-3-(6-methoxy-2-methylpyridin-3-yl)-2,3-dihydroquinazolin-4(1H)-one